Ethylsulfanyl-N-[(4-fluorophenyl)-methyl]-4-methyl-7-(trifluoromethyl)-[1,5]naphthyridine-3-carboxylic acid amide C(C)SC1=NC2=CC(=CN=C2C(=C1C(=O)NCC1=CC=C(C=C1)F)C)C(F)(F)F